Tert-butyl (1R,5S)-3-(7-chloro-8-fluoro-2-((tetrahydro-1H-pyrrolizin-7a(5H)-yl)methoxy)pyrido[4,3-d]pyrimidin-4-yl)-3,8-diazabicyclo[3.2.1]octan-8-formate ClC1=C(C=2N=C(N=C(C2C=N1)N1C[C@H]2CC[C@@H](C1)N2C(=O)OC(C)(C)C)OCC21CCCN1CCC2)F